C(C1CO1)OC1CCC(CC1)C(C)(C)C1CCC(CC1)OCC1CO1 2,2-bis(4-glycidyloxycyclohexyl)propane